Methyl 4-methoxy-5-methylpyrazolo[1,5-a]pyridine-3-carboxylate COC=1C=2N(C=CC1C)N=CC2C(=O)OC